C(#N)C1CN(C1)S(=O)(=O)C=1C=C(C=CC1)C(=O)N1[C@H](CCC1)C(=O)NCC1=C(C=C(C=C1)C(F)(F)F)F 1-((3-((3-cyano-1-azetidinyl)sulfonyl)phenyl)carbonyl)-N-(2-fluoro-4-(trifluoromethyl)benzyl)-D-prolinamide